(S)-3-methylmorpholine-4-carbonyl chloride C[C@@H]1N(CCOC1)C(=O)Cl